NC1=CC=C(C=C1)CCN1[C@@H](O[C@H](C1=O)C)C=1C(=NN(C1)C1=CC=C(C=C1)Br)C1=COC=C1 (2S,5S)-3-(4-aminophenyl-ethyl)-2-(1-(4-bromophenyl)-3-(furan-3-yl)-1H-pyrazol-4-yl)-5-methyl-oxazolidin-4-one